C(=C)N1C(=NCC1)CC N-Vinyl-2-ethylimidazolin